methylenebis-behenamide C(CCCCCCCCCCCCCCCCCCCCCC(=O)N)CCCCCCCCCCCCCCCCCCCCCC(=O)N